FC(CN1C(NC=2N=CNC(C12)=O)=O)(F)F 7-(2,2,2-trifluoroethyl)-7,9-dihydro-1H-purine-6,8-dione